(1R,4S,6R)-4-isopropenyl-1,3,3-trimethyl-7-oxabicyclo[4.1.0]heptan-2-one C(=C)(C)[C@H]1C(C([C@@]2(O[C@@H]2C1)C)=O)(C)C